N1(N=NC=C1)C=CC(=O)N1CCN(CC1)C1=NC=NC2=CC=CC=C12 4-(4-(3-(1H-1,2,3-triazol-1-yl)acryloyl)piperazin-1-yl)quinazoline